N1CC(C1)C1=NC2=CC=CC=C2C(=N1)C1=CC=C(C=C1)C(F)(F)F 2-(azetidin-3-yl)-4-(4-(trifluoromethyl)phenyl)quinazoline